2-allyl-2-(Hydroxymethyl)-3-methylenepyrrolidine-1-carboxylic acid tert-butyl ester C(C)(C)(C)OC(=O)N1C(C(CC1)=C)(CO)CC=C